CS(=O)(C)=NC=1C=C(C=CC1)NC(=O)C=1C(=NC=C(C1)C(F)(F)F)OC1=CC=C(C=C1)OC(F)(F)F N-[3-[[dimethyl(oxo)-λ6-sulfanylidene]amino]phenyl]-2-[4-(trifluoromethoxy)phenoxy]-5-(trifluoromethyl)pyridine-3-carboxamide